2-Cyclopentyl-N-[4-[(E)-3-[4-[2-hydroxyethyl(methyl)amino]phenyl]prop-2-enoyl]phenyl]acetamide C1(CCCC1)CC(=O)NC1=CC=C(C=C1)C(\C=C\C1=CC=C(C=C1)N(C)CCO)=O